(R)-3-(trifluoromethyl)-6,6a,7,8,9,10-hexahydro-5H-pyrazino[1,2-a]pyrido[3,2-e]pyrazine FC(C1=CC=2NC[C@@H]3N(C2N=C1)CCNC3)(F)F